2,3,5,6-tetrafluorophenyl 3-(2-(2-(2-(2,5-dioxo-2,5-dihydro-1H-pyrrol-1-yl)ethoxy)ethoxy)ethoxy)propanoate O=C1N(C(C=C1)=O)CCOCCOCCOCCC(=O)OC1=C(C(=CC(=C1F)F)F)F